(1S,2R)-2-{1-[(2-{6-Cyclopropyl-4-[4-fluoro-2-(4-methyl-1,2,4-triazol-3-yl)phenyl]pyridin-2-yl}-7-(trifluoromethyl)-1,3-benzoxazol-5-yl)methyl](methyl)amino}cyclopentan-1-ol C1(CC1)C1=CC(=CC(=N1)C=1OC2=C(N1)C=C(C=C2C(F)(F)F)CCN[C@H]2[C@H](CCC2)O)C2=C(C=C(C=C2)F)C2=NN=CN2C